ClC=1C=C2C(=CC=NC2=CC1C1=C(C=CC=C1C)C)N1[C@H](CN(CC1)C1=C(C(=C(C(=C1F)F)SC)F)F)C (S)-6-chloro-7-(2,6-dimethylphenyl)-4-(2-methyl-4-(2,3,5,6-tetrafluoro-4-(methylthio)phenyl)piperazin-1-yl)quinoline